tert-Butyl 2-(7-Allyl-3-iodo-5-(2-methylpyrimidin-5-yl)-1H-pyrazolo[3,4-c]pyridin-1-yl)acetate C(C=C)C=1N=C(C=C2C1N(N=C2I)CC(=O)OC(C)(C)C)C=2C=NC(=NC2)C